ClC1=CC=C(C=C1)[C@H](CC1=NC(=NC(=N1)N[C@@H](CO)CC(C)C)NS(=O)(=O)C)C N-(4-((S)-2-(4-Chlorophenyl)propyl)-6-(((R)-1-hydroxy-4-methylpentan-2-yl)amino)-1,3,5-triazin-2-yl)methanesulfonamide